ClC1=C(C(=O)N[C@@H]2CN(C[C@@H]2F)C(C2=CC(=C(C=C2)F)F)=O)C=CC=C1 2-chloro-N-[(3R,4S)-1-(3,4-difluorobenzoyl)-4-fluoropyrrolidin-3-yl]benzamide